1-(((2s,3r)-3-ethyl-5-oxopyrrolidin-2-yl)methoxy)-8-(trifluoromethyl)imidazo[1,2-a][1,7]naphthyridine-6-carboxamide C(C)[C@H]1[C@H](NC(C1)=O)COC1=NC=CC=2C=C(C=3N(C12)C=C(N3)C(F)(F)F)C(=O)N